NC1=CC(=C(C=C1)CCC(=O)OC)C(NCC(=O)NCC(=O)OC(C)(C)C)=O METHYL 3-[4-AMINO-2-[[2-[(2-TERT-BUTOXY-2-OXO-ETHYL)AMINO]-2-OXO-ETHYL]CARBAMOYL]PHENYL]PROPANOATE